8-chloro-1-(2,6-dichlorophenyl)-5-((2-hydroxyethoxy)amino)-2-methyl-1,6-naphthyridin-4(1H)-one ClC=1C=NC(=C2C(C=C(N(C12)C1=C(C=CC=C1Cl)Cl)C)=O)NOCCO